OC1C(CC12CCN(CC2)C(=O)N)C2N1C(C=3C=CC=CC23)=CN=C1 3-hydroxy-2-(5H-imidazo[1,5-b]isoindol-5-yl)-7-azaspiro[3.5]nonane-7-carboxamide